CC=1C=C(C[C@H](N)C(=O)O)C=CC1 3-methylphenylalanine